p-tolualdehyde-2,4-dinitrophenylhydrazone [N+](=O)([O-])C1=C(C=CC(=C1)[N+](=O)[O-])NN=CC1=CC=C(C=C1)C